2-bromo-3,3-dimethylcyclohexan-1-one BrC1C(CCCC1(C)C)=O